2-(3-methoxyphenyl)-2-methyl-4-acetoxy-5-amino-3(2H)-furanone COC=1C=C(C=CC1)C1(OC(=C(C1=O)OC(C)=O)N)C